ClC1=C(OCC2=CC=C(C(=O)N(C)C)C=C2)C=CC(=C1)CN1CC2=CC=CC=C2C1 4-((2-Chloro-4-(isoindolin-2-ylmethyl)phenoxy)methyl)-N,N-dimethylbenzamide